C(=O)(O)C1(CC(=CC=C1)CC=1CC(C=CC1)(C(=O)O)C(=O)O)C(=O)O bis(3,3-dicarboxyphenyl)methane